tert-butyl (R)-(9-(6-(3-((tert-butoxycarbonyl)amino)-3-(cyclopropylcarbamoyl) pyrrolidin-1-yl)-3-fluoro-2-formyl benzyl)-9H-purin-6-yl)carbamate C(C)(C)(C)OC(=O)N[C@]1(CN(CC1)C1=CC=C(C(=C1CN1C2=NC=NC(=C2N=C1)NC(OC(C)(C)C)=O)C=O)F)C(NC1CC1)=O